5-(((1R)-1-(2-(((tert-butoxycarbonyl)amino)methyl)-4,5-difluoro-2-methyl-2,3-dihydrobenzofuran-7-yl)ethyl)amino)pyrazolo[1,5-a]pyrimidine-3-carboxylic acid C(C)(C)(C)OC(=O)NCC1(OC2=C(C1)C(=C(C=C2[C@@H](C)NC2=NC=1N(C=C2)N=CC1C(=O)O)F)F)C